(3R,4S)-4-allyl-3-(((benzyloxy)carbonyl)amino)pyrrolidine-3-carboxylic acid phenylmethyl ester HCl Cl.C1(=CC=CC=C1)COC(=O)[C@@]1(CNC[C@@H]1CC=C)NC(=O)OCC1=CC=CC=C1